(5r,5ar,8as,9r)-5-hydroxy-9-(3,4,5-trimethoxyphenyl)-5a,6,8a,9-tetrahydro-5H-[2]benzofuro[5,6-f][1,3]benzodioxol-8-one O[C@@H]1[C@H]2COC([C@H]2[C@@H](C=2C1=CC1=C(OCO1)C2)C2=CC(=C(C(=C2)OC)OC)OC)=O